B(F)(F)F.C(C)(C)(C)C1=NNC(=C1)[K] (3-(tert-butyl)-1H-Pyrazol-5-yl)potassium trifluoroborate